N-(4-((4-(Trifluoromethyl)phenethyl)amino)phenyl)heptanamid FC(C1=CC=C(CCNC2=CC=C(C=C2)NC(CCCCCC)=O)C=C1)(F)F